2-bromo-7-ethyl-1,4-dimethyl-azulenemethacrylic acid imine BrC1C(C2=CC(=CC=C(C2=C1)C)CC)(CC(C(O)=N)=C)C